NC1=CC(=C(C(=N1)C(F)(F)F)C)C(C)=O 1-(6-amino-3-methyl-2-(trifluoromethyl)pyridin-4-yl)ethan-1-one